tert-butyl (2-chloro-5-(cyclopropylethynyl)phenyl)carbamate ClC1=C(C=C(C=C1)C#CC1CC1)NC(OC(C)(C)C)=O